C(=O)(O)C1(CC1)CCCCC=1C=C(C=CC1)CCCCCC1CC1 1-(5-(3-(4-(1-carboxycyclopropyl)butyl)phenyl)pentyl)cyclopropane